(S)-2-azabicyclo[3.2.1]octane hydrochloride Cl.[C@H]12NCCC(CC1)C2